NC1CN(CC1)C(=O)OC(C)(C)C tertbutyl 3-aminopyrrolidine-1-carboxylate